CS(=O)(=O)C1=NC=C(C=N1)C#CCCCC(=O)NCCOCCOCCOCCOCCOCCOCCOCCOCCOCC(=O)N 29-(6-(2-(methylsulfonyl)pyrimidin-5-yl)hex-5-ynamido)-3,6,9,12,15,18,21,24,27-nonaoxanonacosanamide